BrC1=C(C=C(C=C1)Cl)CCCO 3-(2-bromo-5-chloro-phenyl)propan-1-ol